C(C)(C)(C)OC(=O)N1N=C(C=C1)C=1C=C(C=C2C3=C(N(C12)CC(F)(F)F)C=NC=C3)Cl (6-chloro-9-(2,2,2-trifluoroethyl)-9H-pyrido[3,4-b]indol-8-yl)-1H-pyrazole-1-carboxylic acid tert-butyl ester